C(C)(=O)C=1C=2C=C3C=4C=CC=NC4CCN3C(C2C=C(C1)C)=O 12-acetyl-10-methyl-5,6-dihydro-8H-isoquinolino[3,2-f][1,6]naphthyridin-8-one